3-(2-chloro-4-(4-((5-cyclopropyl-3-(2,6-dichlorophenyl)isoxazol-4-yl)methoxy)piperidin-1-yl)phenyl)-1,2,4-oxadiazol-5(4H)-one ClC1=C(C=CC(=C1)N1CCC(CC1)OCC=1C(=NOC1C1CC1)C1=C(C=CC=C1Cl)Cl)C1=NOC(N1)=O